N-(2-oxo-3-(pyridin-4-yl)propyl)-2-(1-(trifluoromethyl)cyclopropyl)acetamide O=C(CNC(CC1(CC1)C(F)(F)F)=O)CC1=CC=NC=C1